C1(CC1)[C@H](C1=CC=2N(N=C1)C=C(N2)[C@H](C2CCC(CC2)(F)F)NC(OC(C)(C)C)=O)N2C(NC1(CC1)CC2)=O tert-butyl ((S)-(7-((R)-cyclopropyl(5-oxo-4,6-diazaspiro[2.5]octan-6-yl)methyl)imidazo[1,2-b]pyridazin-2-yl)(4,4-difluorocyclohexyl)methyl)carbamate